(S)-8,9-difluoro-N,N-dimethyl-5,6-dihydro-4H-pyrrolo[3,2,1-ij]quinolin-5-amine FC=1C=C2C[C@@H](CN3C2=C(C1F)C=C3)N(C)C